C(C)(C)OC([C@@H](NC(CCCCCCC)=O)C)=O N-octanoylalanine isopropyl ester